methyl-2-[4-(6-trifluoromethyl-pyridin-2-yl)-6-(2-trifluoromethyl-pyridin-4-ylamino)-[1,3,5]triazin-2-ylamino]-propan-1-ol CC(C(C)NC1=NC(=NC(=N1)C1=NC(=CC=C1)C(F)(F)F)NC1=CC(=NC=C1)C(F)(F)F)O